[Cl-].CC(CCC)C1=NC=CN1C 1-methylbutyl-3-methylimidazole chloride salt